9,9-bis(4-hydroxy-1-naphthyl)-4,5-di(2-naphthyl)fluorene OC1=CC=C(C2=CC=CC=C12)C1(C2=CC=CC(=C2C=2C(=CC=CC12)C1=CC2=CC=CC=C2C=C1)C1=CC2=CC=CC=C2C=C1)C1=CC=C(C2=CC=CC=C12)O